Cl.C(N)(=N)C=1C=C(CNC(=O)C2CC2)C=CC1Cl N-(3-carbamimidoyl-4-chlorobenzyl)cyclopropanecarboxamide hydrochloride